3-chloro-10-methyl-7-(oxetan-3-yl)-5,6,7,8,9,10-hexahydropyrido[3',2':4,5]pyrrolo[2,3-d]azepine ClC1=CC2=C(N(C=3CCN(CCC32)C3COC3)C)N=C1